4-((6-carbamoyl-5-methoxy-1,3-benzodiazol-1-yl)methyl)phenylboronic acid C(N)(=O)C=1C(=CC2=C(N(C=N2)CC2=CC=C(C=C2)B(O)O)C1)OC